2,2,4-trimethyl-3-hydroxypentanoic acid isobutyl ester C(C(C)C)OC(C(C(C(C)C)O)(C)C)=O